ClC1=C(C=CC=C1)C1=CC=C2CCC3(C(C2=C1)NC(O[C@@H]1CN2CCC1CC2)=O)CC3 (S)-quinuclidin-3-yl (7'-(2-chlorophenyl)-3',4'-dihydro-1'H-spiro[cyclopropane-1,2'-naphthalen]-1'-yl)carbamate